1,7-Dichloro-4-methyleneheptane ClCCCC(CCCCl)=C